C1CCC2=C(C=3CCCC3C=C12)NC(=O)N[S@@](=O)(=NC(C1=CC=CC=C1)(C1=CC=CC=C1)C1=CC=CC=C1)C=1C=NN2C1OC[C@@H](C2)CN(C(OC(C)(C)C)=O)C tert-butyl (((R)-3-((S)-N-((1,2,3,5,6,7-hexahydro-s-indacen-4-yl)carbamoyl)-N'-tritylsulfamimidoyl)-6,7-dihydro-5H-pyrazolo[5,1-b][1,3]oxazin-6-yl)methyl)(methyl)carbamate